(R)-[(2R)-1-(1H-indol-3-yl)propan-2-yl](methyl)(propan-2-yl)azanium N1C=C(C2=CC=CC=C12)C[C@@H](C)[NH+](C(C)C)C